C(=C)(C)C1CC=C(CCC=C(CC1)C)C 8-isopropenyl-1,5-dimethyl-1,5-cyclodecadiene